2-(4-chlorobenzoyl)-3-fluoro-5-(2-hydroxybut-2-yl)benzoic acid ClC1=CC=C(C(=O)C2=C(C(=O)O)C=C(C=C2F)C(C)(CC)O)C=C1